BrC1=C(C=C2C(=NC(=NC2=C1F)OCC12CCCN2C\C(\C1)=C/F)N1CCOC[C@](C1)(O)C)Cl (6S)-4-(7-bromo-6-chloro-8-fluoro-2-(((Z)-2-(fluoromethylene)tetrahydro-1H-pyrrolizin-7a(5H)-yl)methoxy)quinazolin-4-yl)-6-methyl-1,4-oxazepan-6-ol